7-((7-((7-(benzyloxy)-2,2-diphenylbenzo[d][1,3]dioxole-5-carbonyl)oxy)-2,2-diphenylbenzo[d][1,3]dioxole-5-carbonyl)oxy)-2,2-diphenylbenzo[d][1,3]dioxole-5-carboxylic acid C(C1=CC=CC=C1)OC1=CC(=CC2=C1OC(O2)(C2=CC=CC=C2)C2=CC=CC=C2)C(=O)OC2=CC(=CC1=C2OC(O1)(C1=CC=CC=C1)C1=CC=CC=C1)C(=O)OC1=CC(=CC2=C1OC(O2)(C2=CC=CC=C2)C2=CC=CC=C2)C(=O)O